C[C@@]12[C@H](C=C[C@@]3([C@@H]1[C@@H]([C@]45[C@H]3CC[C@](C4)(C(=C)C5)O)C(=O)O)OC2=O)O[C@H]6[C@@H]([C@H]([C@@H]([C@H](O6)CO)O)O)O The molecule is a beta-D-glucoside. It derives from a gibberellin A3. It is a conjugate acid of a gibberellin A3 O-beta-D-glucoside(1-).